BrC1=CC(=C2C(=N1)C(=NN2C)C)N2CCCC2 5-bromo-1,3-dimethyl-7-(pyrrolidin-1-yl)-1H-pyrazolo[4,3-b]pyridine